C(#N)CC1(CN(C1)S(N)(=O)=O)N1CCC(CC1)N(C(OC(C)(C)C)=O)[C@@H]1[C@@H](C1)C1=CC=CC=C1 Tert-butyl (1-(3-(cyanomethyl)-1-sulfamoylazetidin-3-yl)piperidin-4-yl)((1S,2S)-2-phenylcyclopropyl)carbamate